ClC1=C(C(=O)NC=2C=NC(=C(C2)Cl)N2CC=3N(CC2)C(=NN3)C(F)(F)F)C=C(C(=C1)C1=C(C=NC=C1)C#C)F 2-Chloro-N-(5-chloro-6-(3-(trifluoromethyl)-5,6-dihydro-[1,2,4]triazolo[4,3-a]pyrazine-7(8H)-yl)pyridin-3-yl)-4-(3-ethynylpyridin-4-yl)-5-fluorobenzamide